C(C1=CC=CC=C1)N(C(CN(S(=O)(=O)C1=C(C(=C(C(=C1F)F)F)F)F)CC1=CC=C(C=C1)Cl)=O)C1=CC(=C(C(=O)O)C=C1)O 4-(N-benzyl-2-(N-(4-chlorobenzyl)-(2,3,4,5,6-pentafluorophenyl)sulfonamido)acetamido)-2-hydroxybenzoic acid